C1(=CC=CC=C1)N(C1=CC=C(C=C1)C1=CC=C(O1)C=C(C(=O)[O-])C#N)C1=CC=CC=C1 3-(5-(4-(diphenylamino) phenyl) furan-2-yl)-2-cyanoacrylate